Br\C(=C(/Cl)\C1=CC=C(C=C1)F)\I (E)-1-(2-bromo-1-chloro-2-iodovinyl)-4-fluorobenzene